benzotriazole-1-oxytris(dimethylamino)phosphorus hexafluorophosphate F[P-](F)(F)(F)(F)F.N1(N=NC2=C1C=CC=C2)O[P+](N(C)C)(N(C)C)N(C)C